C(C)(C)(C)OC(=O)N([C@H](C(=O)N(C)C1(CC1)C(=O)OCC1=CC=CC=C1)CC(C)C)C benzyl (S)-1-(2-((tert-butoxycarbonyl)(methyl)amino)-N,4-dimethylpentanamido)cyclopropane-1-carboxylate